C(=O)(O)C1=CC(=C(C=C1)OB(O)O)F 4-carboxyl-2-fluorophenyl-boric acid